2-(4-(2-Ethyl-5-(3-methylisoxazol-5-yl)pyrimidin-4-yl)piperidin-1-yl)-1-(4-methyl-1,4-diazepan-1-yl)ethanone C(C)C1=NC=C(C(=N1)C1CCN(CC1)CC(=O)N1CCN(CCC1)C)C1=CC(=NO1)C